3-amino-4-(7-fluoro-1H-indazol-4-yl)-6-(2-hydroxy-2-methylpropoxy)-1H-1,7-phenanthrolin-2-one NC=1C(NC2=C3C=CC=NC3=C(C=C2C1C1=C2C=NNC2=C(C=C1)F)OCC(C)(C)O)=O